ClC1=C(C=C(C=C1)C=1CCCC2=C(C1OS(=O)(=O)C(F)(F)F)C=CC(=C2)OC)F Trifluoromethanesulfonic acid 8-(4-chloro-3-fluorophenyl)-3-methoxy-6,7-dihydro-5H-benzo[7]annulen-9-yl ester